N-tert-butyl-1-(3-chloro-5-methoxyphenyl)-7-methoxy-N-methyl-8-(1-methyl-1H-pyrazol-3-yl)-1,4-dihydrochromeno[4,3-c]pyrazole-3-carboxamide C(C)(C)(C)N(C(=O)C=1C2=C(N(N1)C1=CC(=CC(=C1)OC)Cl)C=1C=C(C(=CC1OC2)OC)C2=NN(C=C2)C)C